C(C)(CC)C1=CC=C(C=C1)C1CC(C1)N(C(=O)C1CC2(C1)NC(OC2)=O)C (2s,4S)-N-((1s,3S)-3-(4-(Sec-butyl)phenyl)cyclobutyl)-N-methyl-6-oxo-7-oxa-5-azaspiro[3.4]octane-2-carboxamide